3-chloro-5-(6-(3-methyl-2-oxoimidazolin-1-yl)-2-azabicyclo[2.2.2]octan-2-yl)pyrazin-2-carbonitrile ClC=1C(=NC=C(N1)N1C2C(CC(C1)CC2)N2C(N(CC2)C)=O)C#N